C1(CCCCCCCCC1)(CC(C(=O)O)=C)CC(C(=O)O)=C.C1(CCCCCCCCC1)(CC(C(=O)O)=C)CC(C(=O)O)=C.C1(CCCCCCCCC1)(CC(C(=O)O)=C)CC(C(=O)O)=C.CO.CO dimethanol tricyclodecanedimethacrylate